CN(CCNC(C(C)(NC(CCCC1=CC=C(C=C1)CC1=C(C=CC(=C1)[C@]12[C@@H]([C@H]([C@@H]([C@](CO1)(O2)CC)OCC2=CC=CC=C2)OCC2=CC=CC=C2)OCC2=CC=CC=C2)C)=O)C)=O)C N-(2-dimethylaminoethyl)-2-methyl-2-[4-[4-[[2-methyl-5-[(1S,2S,3S,4R,5S)-2,3,4-tribenzyloxy-1-ethyl-6,8-dioxabicyclo[3.2.1]octan-5-yl]phenyl]methyl]phenyl]butanamido]propionamide